P(=O)(O)(O)OC[C@@]12[C@H](C[C@@H]([C@H]2C1)N1C2=NC(=NC(=C2N=C1)NC)I)OP(=O)(O)O (1R,2S,4S,5S)-4-[2-Iodo-6-(methylamino)-9H-purin-9-yl]-2-(phosphonooxy)bicyclo[3.1.0]hexane-1-methanol dihydrogen phosphate